FC=1C=C(C=NC1)C=1N=C(C2=C(N1)CNCC2)OCCC2=CNC1=CC(=CC=C21)OC 3-(2-{[2-(5-fluoropyridin-3-yl)-5H,6H,7H,8H-pyrido[3,4-d]pyrimidin-4-yl]oxy}ethyl)-6-methoxy-1H-indole